CC(C[C@@H](C(NC=1SC=C(N1)C1=CC(=CC=C1)C1=CC=NC=C1)=O)NC(OC(C)(C)C)=O)C (S)-tert-butyl (4-methyl-1-oxo-1-((4-(3-(pyridin-4-yl)phenyl)thiazol-2-yl)amino)pentan-2-yl)carbamate